tert-butyl (2R,3S,4S)-3-(acetyloxy)-2-{[1,1'-biphenyl]-4-ylmethyl}-4-[(tert-butoxycarbonyl)oxy]pyrrolidine-1-carboxylate C(C)(=O)O[C@H]1[C@H](N(C[C@@H]1OC(=O)OC(C)(C)C)C(=O)OC(C)(C)C)CC1=CC=C(C=C1)C1=CC=CC=C1